CC(CC(=O)OC/C(=C(/COC(CC(C)C)=O)\Br)/Br)C (2E)-2,3-dibromobut-2-ene-1,4-diyl bis(3-methylbutanoate)